4-chloro-5-(methylsulfonyl)-2-(piperidin-1-yl)aniline (3R)-3-amino-pyrrolidine-1-carboxylate N[C@H]1CN(CC1)C(=O)O.ClC1=CC(=C(N)C=C1S(=O)(=O)C)N1CCCCC1